C1(CCCC1)N1C(NCC=2C1=NC(=NC2)NC2=C(C=C(C=C2)N2CCN(CC2)C)OC)=O 1-cyclopentyl-7-((2-methoxy-4-(4-methylpiperazin-1-yl)phenyl)amino)-3,4-dihydropyrimido[4,5-d]Pyrimidine-2(1H)-one